FC1(CCC(CC1)C1=NC=CC(=C1NC(=O)C=1C=NC(=NC1)OC1(COC1)C)C1=C(C=CC(=C1)F)F)F N-(2-(4,4-difluorocyclohexyl)-4-(2,5-difluorophenyl)pyridin-3-yl)-2-((3-methyloxetan-3-yl)oxy)pyrimidine-5-carboxamide